2-chloro-1-(4-((4-chlorophenyl)sulfonyl)piperazin-1-yl)ethan-1-one ClCC(=O)N1CCN(CC1)S(=O)(=O)C1=CC=C(C=C1)Cl